C(C)OC(C1=CN=C(C=C1C1=C(C=CC=C1OC)F)CO)=O 4-(2-fluoro-6-methoxyphenyl)-6-(hydroxymethyl)nicotinic acid ethyl ester